BrC1=CC2=CN(N=C2C=C1OC)C1CN(C1)C(C)=O 1-(3-(5-bromo-6-methoxy-2H-indazol-2-yl)azetidin-1-yl)ethan-1-one